C1(=CC=CC=C1)P(OC(C1=C(C=C(C=C1C)C)C)=O)([O-])=O (2,4,6-trimethylbenzoyl) phenylphosphonate